(R)-5-Methyl-2-(prop-1-en-2-yl)-hex-4-enyl propionate C(CC)(=O)OC[C@H](CC=C(C)C)C(=C)C